3-(5-(1-(4-(chloromethyl)benzyl)-4-hydroxypiperidin-4-yl)-1-oxoisoindolin-2-yl)piperidine-2,6-dione ClCC1=CC=C(CN2CCC(CC2)(O)C=2C=C3CN(C(C3=CC2)=O)C2C(NC(CC2)=O)=O)C=C1